1-(2-methyl-5-nitro-1-imidazolyl)-acetone CC=1N(C(=CN1)[N+](=O)[O-])CC(=O)C